methyl 2-[[8-(benzyloxymethyl)-1,4-dioxaspiro[4.5]decan-8-yl]methylamino]-2-methyl-propanoate C(C1=CC=CC=C1)OCC1(CCC2(OCCO2)CC1)CNC(C(=O)OC)(C)C